N-benzyl-6-(4-(6-((4,4-dimethylpiperidin-1-yl)methyl)pyridin-3-yl)-1-oxa-4,9-diazaspiro[5.5]undec-9-yl)pyrimidin-4-amine C(C1=CC=CC=C1)NC1=NC=NC(=C1)N1CCC2(CN(CCO2)C=2C=NC(=CC2)CN2CCC(CC2)(C)C)CC1